COC=1C(=NC=C(N1)C=1C=NC(=NC1)NC)NC(=O)C=1C(=NOC1C)C1=CC=CC=C1 N-[3-methoxy-5-[2-(methylamino)pyrimidin-5-yl]Pyrazin-2-yl]-5-methyl-3-phenyl-isoxazole-4-carboxamide